N[C@@H]1CCCC12CCN(CC2)C=2C=C(C(=NC2)SC2=C(C(=CC=C2)Cl)Cl)O 5-[(1R)-1-amino-8-azaspiro[4.5]decan-8-yl]-2-[(2,3-dichlorophenyl)thio]-3-pyridinol